N-(6-(3-Azabicyclo[3.1.0]hexan-3-yl)-4-(2-oxa-7-azaspiro[3.5]nonan-7-yl)pyridin-2-yl)-5-cyclopropylpyrazin-2-amine C12CN(CC2C1)C1=CC(=CC(=N1)NC1=NC=C(N=C1)C1CC1)N1CCC2(COC2)CC1